OCC(C(=O)O)=C α-hydroxymethylacrylic acid